C1(=CC=CC=C1)CC(C)N 3-PHENYLPROPAN-2-AMINE